tert-Butyl 3-(4-(2-ethoxy-1,1-difluoro-2-oxoethoxy)-7-(pyridin-2-yl)benzo[d]oxazol-2-yl)-3,6-diazabicyclo[3.1.1]heptane-6-carboxylate C(C)OC(C(OC1=CC=C(C2=C1N=C(O2)N2CC1N(C(C2)C1)C(=O)OC(C)(C)C)C1=NC=CC=C1)(F)F)=O